N-(9-((4S,6S,7R)-6-(benzyloxy)-7-((benzyloxy)methyl)spiro[2.4]heptan-4-yl)-9H-purin-6-yl)benzamide C(C1=CC=CC=C1)O[C@H]1C[C@@H](C2(CC2)[C@@H]1COCC1=CC=CC=C1)N1C2=NC=NC(=C2N=C1)NC(C1=CC=CC=C1)=O